1-(6-aminonaphthalene-2-yl)ethylamine NC=1C=C2C=CC(=CC2=CC1)C(C)N